NC1=C(C(=NC(=C1Cl)Cl)C(=O)O)Cl 4-amino-3,5,6-trichloro-2-pyridinecarboxylic acid